tert-butyl (2R,6S)-4-[8-[(7-fluoro-2-methyl-indazol-5-yl)carbamoyl]-2-methoxy-quinazolin-5-yl]-2,6-dimethyl-piperazine-1-carboxylate FC1=CC(=CC2=CN(N=C12)C)NC(=O)C=1C=CC(=C2C=NC(=NC12)OC)N1C[C@H](N([C@H](C1)C)C(=O)OC(C)(C)C)C